ClC=1C(=NOC1NS(=O)(=O)C=1C(=NC=CC1)C#CC=1C=C2C(OCC2=CC1C)(C)C)C N-(4-Chloro-3-methylisoxazol-5-yl)-2-((3,3,6-trimethyl-1,3-dihydroisobenzofuran-5-yl)ethynyl)pyridine-3-sulfonamide